C(C1=CC=CC=C1)N1C(C(CC2=CC(=CC=C12)C)C)=O 1-benzyl-3,6-dimethyl-3,4-dihydroquinolin-2(1H)-one